ClC=1C=C(C=2N(N1)C=CN2)[C@@H]2[C@H](C2)C2=CC=C1C3(C(N(C1=C2F)CC(F)(F)F)=O)CC3 6'-((1S,2S)-2-(6-chloroimidazo[1,2-b]pyridazin-8-yl)cyclopropyl)-7'-fluoro-1'-(2,2,2-trifluoroethyl)spiro[cyclopropane-1,3'-indolin]-2'-one